C(C)(C)C1=CC=C(C=C1)NC(=O)C=1N=NSC1NC(C1=CN=CC(=C1)C(F)(F)F)=O N-(4-isopropylphenyl)-5-(5-(trifluoromethyl)nicotinamido)-1,2,3-thiadiazole-4-carboxamide